4-Glycidyloxycarbazole C(C1CO1)OC1=CC=CC=2NC3=CC=CC=C3C12